C1(CC1)CN1C=C(C=CC1=O)S(=O)(=O)NC(NC1=C2CCCC2=CC(=C1C1=CC=2N(C=C1)N=CC2)C)=O 1-(cyclopropylmethyl)-N-((6-methyl-5-(pyrazolo[1,5-a]pyridin-5-yl)-2,3-dihydro-1H-inden-4-yl)carbamoyl)-6-oxo-1,6-dihydropyridine-3-sulfonamide